[Cl-].ClC1=CC=C(C=C1)C1=NN(C(C1C1=CC=CC=C1)C)C(=O)NS(=O)(=O)C1=CC=C(C=C1)C(F)(F)F 3-(4-chlorophenyl)-5-methyl-4-phenyl-N-((4-(trifluoromethyl)phenyl)sulfonyl)-4,5-dihydro-1H-pyrazole-1-carboxamide chloride